(S)-(2'-(diphenylphosphinoyl)-6,6'-dimethyl-[1,1'-biphenyl]-2-yl)methylamine C1(=CC=CC=C1)P(=O)(C1=C(C(=CC=C1)C)C1=C(C=CC=C1C)CN)C1=CC=CC=C1